C(CCCCCCCCCCCCCCCCC)(=O)[O-].[Na+].[Ca+2].C(CCCCCCCCCCCCCCCCC)(=O)[O-].C(CCCCCCCCCCCCCCCCC)(=O)[O-] calcium-sodium stearate